C(C)(C)(C)OC(NCCSSCCCBr)=O [2-(3-bromo-propyldithio)-ethyl]-carbamic acid tert-butyl ester